(S)-(2-cyclopropyl-4-((4-(6-(trifluoromethyl)pyridin-3-yl)morpholin-2-yl)methoxy)pyrimidin-5-yl)methanol C1(CC1)C1=NC=C(C(=N1)OC[C@@H]1CN(CCO1)C=1C=NC(=CC1)C(F)(F)F)CO